(S)-2-(6-(3-chloro-4-(2-chloro-3-(5-(((2-hydroxypropyl)amino)methyl)-6-methoxypyridin-2-yl)phenyl)pyridin-2-yl)-8-methoxy-3,4-dihydroisoquinolin-2(1H)-yl)acetamide ClC=1C(=NC=CC1C1=C(C(=CC=C1)C1=NC(=C(C=C1)CNC[C@H](C)O)OC)Cl)C=1C=C2CCN(CC2=C(C1)OC)CC(=O)N